6-(3-((1-(2-bromophenyl)cyclopropyl)glycyl)-3,8-diazabicyclo[3.2.1]octan-8-yl)nicotinonitrile BrC1=C(C=CC=C1)C1(CC1)NCC(=O)N1CC2CCC(C1)N2C2=NC=C(C#N)C=C2